5-Bromo-3-aminopyridazine BrC=1C=C(N=NC1)N